CN1CCN(CC1)C(=O)C=1C=C2C(=NC1)NC=C2C=2C=C1C(=NC=NC1=CC2)NC2CCN(CC2)C (4-methylpiperazin-1-yl)(3-(4-((1-methylpiperidin-4-yl)amino)quinazolin-6-yl)-1H-pyrrolo[2,3-b]pyridin-5-yl)methanone